2-((5-(3-(4-chloro-2-fluorophenyl)-2,3-dihydrobenzo[b][1,4]dioxin-5-yl)tetrahydro-2H-pyran-2-yl)methyl)-1-(((S)-oxetan-2-yl)methyl)-1H-benzo[d]imidazole-6-carboxylic acid ClC1=CC(=C(C=C1)C1OC2=C(OC1)C=CC=C2C2CCC(OC2)CC2=NC1=C(N2C[C@H]2OCC2)C=C(C=C1)C(=O)O)F